C(C)(C)OC(=O)N1OC(C(N2C1CN(C(C2CCSC)=O)CCC(C)C)=O)CC isopropyl-3-ethyl-8-isopentyl-6-(2-(methylthio) ethyl)-4,7-dioxohexahydropyrazino[2,1-c][1,2,4]oxadiazine-1(6H)-carboxylate